N-(4-(3-(4-(3-amino-6-methylisoxazolo[5,4-b]pyridin-4-yl)phenyl)ureido)-3-chlorophenyl)acrylamide NC1=NOC2=NC(=CC(=C21)C2=CC=C(C=C2)NC(NC2=C(C=C(C=C2)NC(C=C)=O)Cl)=O)C